CN1N=NC(=C1C)NC1=NC=CC(=N1)N1C=C(C=2C(NCCC21)=O)NC2=C(C(=CC=C2)F)OC {2-[(1,5-dimethyl-1,2,3-triazol-4-yl)amino]pyrimidin-4-yl}-3-[(3-fluoro-2-methoxyphenyl)amino]-1H,5H,6H,7H-pyrrolo[3,2-c]pyridin-4-one